Cl.O(C1=CC=CC=C1)NO phenoxyhydroxylamine hydrochloride